OC[C@@H](C)NC1=CC(=CC(=N1)N1C(COCC1)=O)I 4-(6-[[(2R)-1-hydroxypropan-2-yl]amino]-4-iodopyridin-2-yl)morpholin-3-one